N1C(=NC=C1)[C@@H]1CC2C(C(OC=3C=C(C=C(C23)O)C(C)(CCCCCC)C)(C)C)CC1 (9S)-9-(1H-imidazol-2-yl)-6,6-dimethyl-3-(2-methyloctan-2-yl)-6a,7,8,9,10,10a-hexahydro-6H-benzo[c]chromen-1-ol